FC(C1=C(C=CC(=C1)C(F)(F)F)C1C(N(C2=C(CC1)C=C(C=C2)F)CC#CC2=CC=C(N=N2)C(=O)N)=O)(F)F 6-(3-{3-[2,4-bis(trifluoromethyl)phenyl]-7-fluoro-2-oxo-2,3,4,5-tetrahydro-1H-1-benzazepin-1-yl}prop-1-ynyl)-1,2-diazine-3-carboxamide